CC(=CC(=O)SCCNC(CCNC([C@@H](C(COP(OP(OC[C@@H]1[C@H]([C@H]([C@@H](O1)N1C=NC=2C(N)=NC=NC12)O)OP(=O)(O)O)(=O)O)(=O)O)(C)C)O)=O)=O)CC(=O)O 3-methylglutaconyl-coenzyme A